FC(C=1C=CC(=NC1)OC=1C=C(C2=C(OCCO2)C1)NC(OC(C)(C)C)=O)(F)F tert-Butyl (7-((5-(trifluoro-methyl)pyridin-2-yl)oxy)-2,3-dihydrobenzo[b][1,4]dioxin-5-yl)carbamate